FC=1C=C2C(=C(C(NC2=CC1)=O)C1(CC1)C(=O)O)C 1-(6-fluoro-4-methyl-2-oxo-1H-quinolin-3-yl)cyclopropane-1-carboxylic acid